N-(1-amino-3-((tert-butyldimethylsilyl)oxy)-2-methyl-1-oxopropan-2-yl)-2-methyl-5-((2-methylthiazol-5-yl)methoxy)-2H-indazole-3-carboxamide NC(C(CO[Si](C)(C)C(C)(C)C)(C)NC(=O)C=1N(N=C2C=CC(=CC12)OCC1=CN=C(S1)C)C)=O